1-Chloroethyl 3-(2-acetoxy-4,6-dimethylphenyl)-3-methylbutanoate C(C)(=O)OC1=C(C(=CC(=C1)C)C)C(CC(=O)OC(C)Cl)(C)C